[2-bromo-1-[(5-chloropyrimidin-2-yl)methyl]imidazol-4-yl]methanol BrC=1N(C=C(N1)CO)CC1=NC=C(C=N1)Cl